N-[(1R)-5-(5-ethyl-1,2,4-oxadiazol-3-yl)-2,3-dihydro-1H-inden-1-yl]-1H-pyrazole-4-carboxamide C(C)C1=NC(=NO1)C=1C=C2CC[C@H](C2=CC1)NC(=O)C=1C=NNC1